methyl 2-amino-5-(trifluoromethyl)nicotinate NC1=C(C(=O)OC)C=C(C=N1)C(F)(F)F